N-ethyl-N-(2,3-dihydroxyl)propyl-m-toluidine C(C)N(C1=CC(=CC=C1)C)CC(CO)O